C(#N)C1=NN(C=2[C@H](CCCC12)OC1=CC=C(C(=O)O)C=C1)C1=CC(=C(C=C1)F)O[C@@H](C)C1=CC2=C(OC(O2)(F)F)C=C1 4-[[(7S)-3-cyano-1-[3-[(1S)-1-(2,2-difluoro-1,3-benzodioxol-5-yl)ethoxy]-4-fluoro-phenyl]-4,5,6,7-tetrahydroindazol-7-yl]oxy]benzoic acid